(1S,3S)-2,2-difluoro-3-(4-sulfamoylphenyl)cyclopropanecarboxylic acid ethyl ester C(C)OC(=O)[C@H]1C([C@@H]1C1=CC=C(C=C1)S(N)(=O)=O)(F)F